1-cyanoethylimidazolium C(#N)C(C)C=1NC=C[NH+]1